(S)-5-fluoro-2-methoxy-4-(2-(1-methoxy-2,2-dimethylpropyl)-4-methylphenyl)pyridine FC=1C(=CC(=NC1)OC)C1=C(C=C(C=C1)C)[C@H](C(C)(C)C)OC